COC=1C=C(C=CC1/N=N/C=1C(=C2C(=C(C=C(C2=CC1)S(=O)(=O)[O-])S(=O)(=O)[O-])N)O)C1=CC(=C(C=C1)/N=N/C=1C(=C2C(=C(C=C(C2=CC1)S(=O)(=O)[O-])S(=O)(=O)[O-])N)O)OC.[Na+].[Na+].[Na+].[Na+] sodium 6,6'-((1E,1'E)-(3,3'-dimethoxy-[1,1'-biphenyl]-4,4'-diyl)bis(diazene-2,1-diyl))bis(4-amino-5-hydroxynaphthalene-1,3-disulfonate)